N-(3-(5-((3-chloroacetamidophenyl)amino)-1-methyl-6-oxo-1,6-dihydropyridin-3-yl)-2-methylphenyl)-4-(tert-butyl)benzamide ClCC(=O)NC=1C=C(C=CC1)NC1=CC(=CN(C1=O)C)C=1C(=C(C=CC1)NC(C1=CC=C(C=C1)C(C)(C)C)=O)C